5-(2-tert-butylphenyl)-3,4-dihydro-2H-pyrrole C(C)(C)(C)C1=C(C=CC=C1)C=1CCCN1